NC1=C(N(C=C1)C1=CC=C(C=C1)C(NC1=NC=CC(=C1)C(F)(F)F)=O)C(=O)N 3-amino-1-(4-((4-(trifluoromethyl)pyridin-2-yl)carbamoyl)phenyl)-1H-pyrrole-2-carboxamide